C(CCC)(=O)N[C@@H](C(C)C)C(=O)O N-butyryl-valine